ClC1=C(C(=NC=N1)N)OC 6-chloro-5-methoxy-4-aminopyrimidine